1-(1,5-dimethylhexyl)-4-methylbenzene CC(CCCC(C)C)C1=CC=C(C=C1)C